CCCCCCCCCC/C=C\CCCCCCCCCC(=O)O[C@H](COC(=O)CCCCCCC/C=C\CCCCCCCCC)COP(=O)([O-])OCC[N+](C)(C)C 1-(9Z-nonadecenoyl)-2-(11Z-docosenoyl)-glycero-3-phosphocholine